BrC1=CC=C(C=C1)C=1NC(C2=CC(=C(C=C2C1)OC)OC)=O (4-bromophenyl)-6,7-dimethoxy-1-isoquinolin-one